6-amino-2-cyclobutyl-5-(3-methoxy-2,6-dimethyl-phenyl)pyrrolo[2,3-b]pyrazine-7-carboxamide NC1=C(C=2C(=NC=C(N2)C2CCC2)N1C1=C(C(=CC=C1C)OC)C)C(=O)N